4-((4-(1-Isopropyl-1H-pyrazol-4-yl)pyrimidin-2-yl)((4-(4-methoxy-3-methylphenyl)bicyclo[2.2.2]octan-1-yl)methyl) carbamoyl)(trans-cyclohexyl) 3-hydroxyazetidine-1-carboxylate OC1CN(C1)C(=O)O[C@@H]1CC[C@H](CC1)C(N(CC12CCC(CC1)(CC2)C2=CC(=C(C=C2)OC)C)C2=NC=CC(=N2)C=2C=NN(C2)C(C)C)=O